NC=1CC(OC=2C1C(=CC2)Cl)C2=CC=CC=C2C(=O)O 4-amino-5-chloro-2,3-dihydro-7-benzofuranbenzoic acid